BrC1=CC=C(N=N1)NC(=O)C=1C(C(=C(N(C1)CC1CCOCC1)C(=O)O)C1=CC=C(C=C1)F)=O 5-((6-bromopyridazin-3-yl)carbamoyl)-3-(4-fluorophenyl)-4-oxo-1-((tetrahydro-2H-pyran-4-yl)methyl)-1,4-dihydropyridine-2-carboxylic acid